FC1=C(C(=CC(=C1)F)OCCOC)CC1=C(OC=C1)C(=O)N(CC)CC 3-[[2,4-difluoro-6-(2-methoxyethoxy)phenyl]methyl]-N,N-diethyl-furan-2-carboxamide